CC1=C(OC2=C(C=C(C=C2C1=O)C)[C@@H](C)NC1=NC=CC=C1C=1N=NNN1)C1=CC=CC=C1 3,6-Dimethyl-2-phenyl-8-[(1R)-1-[[3-(2H-tetrazol-5-yl)-2-pyridyl]amino]ethyl]chromen-4-one